C(C)(C)(C)N(C(O)=O)[C@@H](C(N1CCN(CC1)C1=NC=C(C=N1)C(F)(F)F)=O)C.C1(=CC=CC=C1)P(CCCCP(C1=CC=CC=C1)C1=CC=CC=C1)C1=CC=CC=C1 1,4-di(diphenylphosphino)butane tert-butyl-(R)-(1-oxo-1-(4-(5-(trifluoromethyl)pyrimidin-2-yl)piperazin-1-yl)propan-2-yl)carbamate